C1(=CC=CC=C1)C=1C=NC2=CC=CC=C2C1C1=CC=CC=C1 3,4-diphenylquinoline